ClC=1C=C(C=CC1C)NC(=O)NCCCCCCCSC=1C=C2CN(C(C2=CC1)=O)C1C(NC(CC1)=O)=O 1-(3-chloro-4-methylphenyl)-3-(7-((2-(2,6-dioxopiperidin-3-yl)-1-oxoisoindolin-5-yl)thio)heptyl)urea